C1CNCCC2(C13C1=CC(=CC=C1CC2NCC3)O)O hexahydro-6,11b-(epiminoethano)naphtho[1,2-d]azepine-5a,10(1H)-diol